2-(3,6-diazabicyclo[3.1.1]heptan-3-yl)-4-(((S)-tetrahydrofuran-3-yl)oxy)-7-(thiazol-2-yl)benzo[d]oxazole C12CN(CC(N1)C2)C=2OC1=C(N2)C(=CC=C1C=1SC=CN1)O[C@@H]1COCC1